(S)-6-(naphthalen-2-ylmethyl)-3-phenyl-1-tosyl-1,4,5,6-tetrahydropyridazine C1=C(C=CC2=CC=CC=C12)C[C@@H]1CCC(=NN1S(=O)(=O)C1=CC=C(C)C=C1)C1=CC=CC=C1